1-(7Z,10Z,13Z,16Z-docosatetraenoyl)-2-octadecanoyl-glycero-3-phosphocholine CCCCCCCCCCCCCCCCCC(=O)O[C@H](COC(=O)CCCCC/C=C\C/C=C\C/C=C\C/C=C\CCCCC)COP(=O)([O-])OCC[N+](C)(C)C